(2S,4R)-4-hydroxy-N-(4-(4-methylthiazol-5-yl)benzyl)-1-(2-(2-oxopyridin-1(2H)-yl)propanoyl)pyrrolidine-2-carboxamide O[C@@H]1C[C@H](N(C1)C(C(C)N1C(C=CC=C1)=O)=O)C(=O)NCC1=CC=C(C=C1)C1=C(N=CS1)C